C(C(=C)C)(=O)O.CNC N,N-dimethyl-amine methacrylate